BrC=1C2=C(SC1C(F)(F)P(OCC)(OCC)=O)C=CC(=C2)C(N[C@H](C)C=2N=NC=CC2)=O |o1:23| (R or S)-diethyl ((3-bromo-5-((1-(pyridazin-3-yl)ethyl)carbamoyl)benzo[b]thiophen-2-yl)difluoromethyl)phosphonate